FC1=CC(=C(C=C1)C=1C2=C(C(=NC1C=1C=NN(C1)C1CN(C1)CC=C)C=1C=C3CCN(CC3=CC1)C(=O)OC(C)(C)C)CCC2)OC tert-butyl 6-[4-(4-fluoro-2-methoxy-phenyl)-3-[1-(1-prop-2-enylazetidin-3-yl) pyrazol-4-yl]-6,7-dihydro-5H-cyclopenta[c]pyridin-1-yl]-3,4-dihydro-1H-isoquinoline-2-carboxylate